N-(4-cyanophenyl)nicotinamide C(#N)C1=CC=C(C=C1)NC(C1=CN=CC=C1)=O